5-Chloro-N-(1H-imidazol-2-ylmethyl)oxazolo[4,5-b]pyridin-2-amine ClC1=CC=C2C(=N1)N=C(O2)NCC=2NC=CN2